OC1=C(C=C(C=C1CCOC(C=C)=O)C)N1N=C2C(=N1)C=CC=C2 2-[2-hydroxy-3-(2-acryloyloxyethyl)-5-methyl-phenyl]benzotriazole